C(#N)C1=C(C(=C(C(=C1)C(C)C)NC(=O)N=[S@](=O)(N)C1=C(N=C(S1)C(C)(C)O)CO)C(C)C)F (R)-N'-((4-cyano-3-fluoro-2,6-diisopropylphenyl)carbamoyl)-4-(hydroxymethyl)-2-(2-hydroxypropan-2-yl)thiazole-5-sulfonimidamide